FC=1C=C(C=C(C1)F)C1CC(N(C1)CC1=C(C=NC=C1)CCC([2H])([2H])F)=O 4-(3,5-difluorophenyl)-1-((3-(3-fluoropropyl-3,3-d2)pyridin-4-yl)methyl)pyrrolidin-2-one